butyl 4-(6-benzyl-4-cyano-3-hydroxy-5,6,7,8-tetrahydro-2,6-naphthyridin-1-yl)piperazine-1-carboxylate C(C1=CC=CC=C1)N1CC=2C(=C(N=C(C2CC1)N1CCN(CC1)C(=O)OCCCC)O)C#N